Cl.NC(C)C1=NC=2C(=NC=CC2)N1C1=NC=C(C(=O)OC)C=C1 methyl 6-[2-(1-aminoethyl)-3H-imidazo[4,5-b]pyridin-3-yl]nicotinate hydrochloride